(Z)-3-(2-(tert-butyldimethylsilyloxy)-1-(3,4-difluorophenyl)ethyl)-5-((6-chloro-1H-indol-3-yl)methylene)imidazolidine-2,4-dione [Si](C)(C)(C(C)(C)C)OCC(C1=CC(=C(C=C1)F)F)N1C(N\C(\C1=O)=C/C1=CNC2=CC(=CC=C12)Cl)=O